2-Methyl-2-propanyl (4-methoxybenzyl)carbamate COC1=CC=C(CNC(OC(C)(C)C)=O)C=C1